2-((3,5-dicyano-6-(dimethylamino)-4-ethoxypyridin-2-yl)sulfanyl)-2-phenylacetamide C(#N)C=1C(=NC(=C(C1OCC)C#N)N(C)C)SC(C(=O)N)C1=CC=CC=C1